OCN1C(C(C2=CC=CC=C12)(C#N)C)=O (hydroxymethyl)-3-methyl-2-oxoindoline-3-carbonitrile